C1OCC12CN(CC2)C2=CC=C1C(=N2)NC=C1C1=NC(=NC=C1C(F)(F)F)N[C@@H]1CNCCC1 (S)-4-(6-(2-oxa-6-azaspiro[3.4]octan-6-yl)-1H-pyrrolo[2,3-b]pyridine-3-yl)-N-(piperidin-3-yl)-5-(trifluoromethyl)pyrimidin-2-amine